NC=1C2=C(N=C(N1)CO[Si](C)(C)C(C)(C)C)N(C(C2(C)C)=O)C=2C=NC(=C(C2)F)N2C[C@H](C[C@H](C2)C)C 4-amino-2-(((tert-butyldimethylsilyl)oxy)methyl)-7-(6-((3S,5R)-3,5-dimethylpiperidin-1-yl)-5-fluoropyridin-3-yl)-5,5-dimethyl-5,7-dihydro-6H-pyrrolo[2,3-d]pyrimidin-6-one